FC1([C@@H](CN(C1)C1COC1)NC1=NN2C(C(=N1)OC([2H])([2H])[2H])=C(C=C2)C=2C=CC1=C(N(N=N1)CC(F)F)C2)F (R)-N-(4,4-difluoro-1-(oxetan-3-yl)pyrrolidin-3-yl)-5-(1-(2,2-difluoroethyl)-1H-benzo[d][1,2,3]triazol-6-yl)-4-(methoxy-d3)pyrrolo[2,1-f][1,2,4]triazin-2-amine